5-(4-(benzyloxy)-2-fluorophenyl)-1H-pyrrole-3-carbaldehyde C(C1=CC=CC=C1)OC1=CC(=C(C=C1)C1=CC(=CN1)C=O)F